NCN(CCC[Si](OC)(OC)OC)CC1=CC=CC=C1 3-(N-aminomethylbenzylamino)propyl-trimethoxysilane